tert-butyl (S)-(2-(1-oxo-5-(4,4,5,5-tetramethyl-1,3,2-dioxaborolan-2-yl)isoindolin-2-yl)ethyl)((5-oxopyrrolidin-2-yl)methyl)carbamate O=C1N(CC2=CC(=CC=C12)B1OC(C(O1)(C)C)(C)C)CCN(C(OC(C)(C)C)=O)C[C@H]1NC(CC1)=O